CC1=C(C=CC=C1)SC1=CC=C(C=C1)C(C(CC)=O)=O 1-[4-(methylphenylthio)phenyl]-1,2-butanedione